FS(C1=CC=C(C=C1)NC1=C(C(=O)NN)C=CC=N1)(F)(F)(F)F 2-((4-(pentafluoro-λ6-sulfaneyl)phenyl)amino)nicotinohydrazide